ClC1=CC(=C(COC2=C(C=CC(=N2)OC2CCN(CC2)CC2=NC3=C(N2C[C@H]2OCC2)C=C(C=C3)/C=C/C(=O)OC)F)C=C1)F methyl (S,E)-3-(2-((4-((6-((4-chloro-2-fluorobenzyl)oxy)-5-fluoropyridin-2-yl)oxy)piperidin-1-yl)methyl)-1-(oxetan-2-ylmethyl)-1H-benzo[d]imidazol-6-yl)acrylate